2,3-Di-Methyl-Butane CC(C)C(C)C